5-pyrimidinenicotinamide oxime N1=CN=CC(=C1)C1=CC=NC=C1C(N)=NO